O=C1NC(CCC1N1C(N(C2=C1C=CC(=C2)C=2C(CN(CC2)C(=O)OC(C)(C)C)(F)F)C(C)C)=O)=O tert-butyl 4-[1-(2,6-dioxo-3-piperidyl)-3-isopropyl-2-oxo-benzimidazol-5-yl]-3,3-difluoro-2,6-dihydropyridine-1-carboxylate